C(#C)C=1C(=C(C=CC1)C1=NC2=CC(=CC=C2C(=N1)N)OC)F (3-ethynyl-2-fluorophenyl)-7-methoxyquinazoline-4-amine